[NH4+].C(CCC)OC=1C=C2C=CC(=CC2=CC1)[S+]1CCCC1 1-(6-n-butoxynaphthalene-2-yl)tetrahydrothiophenium ammonium